4-acetamido-2,3-dimethylazobenzene C(C)(=O)NC1=C(C(=C(C=C1)N=NC1=CC=CC=C1)C)C